C(C1=CC=CC=C1)N1C2=C(C3=CC=CC=C13)C=CN1C2=NC(=C1)C1CC1 11-Benzyl-2-cyclopropyl-11H-imidazo[1',2':1,2]pyrido[3,4-b]indole